O-benzyloxycarboxyhydroxylamine hydrochloride Cl.C(C1=CC=CC=C1)OONC(=O)O